1H-pyrazolo[4,3-b]pyridin-5-ylbut-2-ynamide N1N=CC2=NC(=CC=C21)CC#CC(=O)N